N-(3,4-dichlorophenyl)benzamide C1=CC=C(C=C1)C(=O)NC2=CC(=C(C=C2)Cl)Cl